Cl.Cl.C1(CCCCC1)[C@H]1[C@@H](CNC1)C(=O)NC1=CC(=CC=C1)C=1C=NC=CC1 |r| (±)-trans-4-cyclohexyl-N-[3-(pyrid-3-yl)phenyl]Pyrrolidine-3-carboxamide dihydrochloride